cis-2-[[8-dimethylamino-1-[(1-hydroxy-cyclobutyl)-methyl]-2-oxo-8-phenyl-1,3-diazaspiro[4.5]decan-3-yl]-methyl]-benzamide CN(C1(CCC2(CN(C(N2CC2(CCC2)O)=O)CC2=C(C(=O)N)C=CC=C2)CC1)C1=CC=CC=C1)C